2-Bromo-5-methyl-5,6,7,8-tetrahydroimidazo[1,2-c]pyrimidin-3-amine BrC=1N=C2N(C(NCC2)C)C1N